N-(2-(diethylamino)ethyl)-2-(3-(3-fluorophenyl)ureido)benzamide C(C)N(CCNC(C1=C(C=CC=C1)NC(=O)NC1=CC(=CC=C1)F)=O)CC